2-(((1S)-1-(5-(2,3-bis(4-methoxyphenyl)cyclopropyl)-1,2,4-oxadiazol-3-yl)ethyl)carbamoyl)-4-methoxypyridin-3-yl acetate C(C)(=O)OC=1C(=NC=CC1OC)C(N[C@@H](C)C1=NOC(=N1)C1C(C1C1=CC=C(C=C1)OC)C1=CC=C(C=C1)OC)=O